3-(4-((1R,5S)-3,8-diazabicyclo[3.2.1]octan-8-yl)-6,7-difluoro-1-oxoisoindolin-2-yl)piperidine-2,6-dione [C@H]12CNC[C@H](CC1)N2C2=C1CN(C(C1=C(C(=C2)F)F)=O)C2C(NC(CC2)=O)=O